C=CC(C=CC)=O 3-hexadieneOne